ClC1=C(C(=O)N2COC3=C(C2)C=CC=C3C3=CC(=C(C(=O)O)C(=C3)N3CCOCC3)C)C(=CC(=C1)C=1C=NN(C1)C)Cl 4-[3-[2,6-Dichloro-4-(1-methylpyrazol-4-yl)benzoyl]-2,4-dihydro-1,3-benzoxazin-8-yl]-2-methyl-6-morpholin-4-ylbenzoic acid